(5R,9R,13S,14S)-17-allyl-3,14-dihydroxy-4,5-epoxymorphinan-6-one C(C=C)N1[C@H]2[C@@]3(CCC([C@H]4[C@@]3(C=3C(=C(C=CC3C2)O)O4)CC1)=O)O